3-methyl-2-(acryloyloxy)thioxanthone CC=1C(=CC=2C(C3=CC=CC=C3SC2C1)=O)OC(C=C)=O